methyl (S)- and (R)-3-(benzyloxy)-1-(9-fluoro-2,3,4,5-tetrahydro-1H-benzo[b]azepin-3-yl)-4-oxo-5-((2,4,6-trifluorobenzyl)carbamoyl)-1,4-dihydropyridine-2-carboxylate C(C1=CC=CC=C1)OC1=C(N(C=C(C1=O)C(NCC1=C(C=C(C=C1F)F)F)=O)[C@H]1CCC2=C(NC1)C(=CC=C2)F)C(=O)OC |r|